FC=1C=C(OC2=C(N=NN2)C(=O)O)C=CC1C#CC1=CC=CC=C1 5-(3-fluoro-4-(2-phenylethynyl)phenoxy)-1H-1,2,3-triazole-4-carboxylic acid